4,5'-Dimethyl-N-(4-methylthiazol-2-yl)-[3,4'-bipyridine]-2'-carboxamide CC1=C(C=NC=C1)C1=CC(=NC=C1C)C(=O)NC=1SC=C(N1)C